FC=1C=C(CNC2=NC=3N(C=C2)N=CC3)C=CC1 N-(3-fluorobenzyl)pyrazolo[1,5-a]pyrimidin-5-amine